N1-(3-fluorobicyclo[1.1.1]pentan-1-yl)-N2-((S)-1-(((S)-4-hydroxy-3-oxo-1-((S)-2-oxopiperidin-3-yl)butan-2-yl)amino)-4,4-dimethyl-1-oxopentan-2-yl)oxalamide FC12CC(C1)(C2)NC(C(=O)N[C@H](C(=O)N[C@@H](C[C@H]2C(NCCC2)=O)C(CO)=O)CC(C)(C)C)=O